1-(9-chloro-6-fluoro-[1,2,4]triazolo[4,3-a]quinazolin-5-yl)-6-[2-[1-(difluoromethyl)cyclopropyl]ethynyl]-3,5-dihydro-2H-4,1-benzoxazepine ClC=1C=CC(=C2C(=NC=3N(C12)C=NN3)N3CCOCC1=C3C=CC=C1C#CC1(CC1)C(F)F)F